C1(CCCC1)N1C(C(=CC2=C1N=C(N=C2)N2CCC(CC2)NCCC2=CC=CC=C2)C2=CC(=C(C=C2)C)F)=O 8-cyclopentyl-6-(3-fluoro-4-methylphenyl)-2-(4-(phenethylamino)piperidin-1-yl)pyrido[2,3-d]pyrimidin-7-one